COC1=NC=CC(=C1)NC1=C(C(=NN1)C1=CC=C(C=C1)NC(=O)N1CC(CC1)C1=CC=C(C=C1)OC(F)(F)F)C(=O)N 5-((2-methoxypyridin-4-yl)amino)-3-(4-(3-(4-(trifluoromethoxy)phenyl)pyrrolidine-1-carboxamido)phenyl)-1H-pyrazole-4-carboxamide